C1(=CC=CC=C1)N1SC2=C(C1=O)C=CC=C2 N-phenyl-1,2-benzisothiazolin-3-one